rac-tert-butyl methyl((1R,3S)-3-((6-(1-methyl-1H-pyrazol-4-yl)pyrazolo[1,5-a]pyrazin-4-yl)oxy)cyclopentyl)carbamate CN(C(OC(C)(C)C)=O)[C@H]1C[C@H](CC1)OC=1C=2N(C=C(N1)C=1C=NN(C1)C)N=CC2 |r|